C(C)(C)(C)OOC(C)(C)C1=C(C=CC=C1)C(C)(C)OOC(C)(C)C di-(tert-butyl-peroxyisopropyl)benzene